Tert-Butyl N-[5-[5-[6-[(3-fluoranyl-2-oxidanyl-propyl)amino]-1,3-benzothiazol-2-yl]pyridin-2-yl]pyridin-2-yl]-N-methyl-carbamate FCC(CNC1=CC2=C(N=C(S2)C=2C=CC(=NC2)C=2C=CC(=NC2)N(C(OC(C)(C)C)=O)C)C=C1)O